OC[C@@H](CC1COCCC1)NC(OC(C)(C)C)=O tert-butyl N-[(1R)-1-(hydroxymethyl)-2-tetrahydropyran-3-yl-ethyl]carbamate